C(O)(O)(O)O carbon Hydroxide